OC(C)(C)[C@@H]1C(C[C@@H](CC1)C)=O (2R,5R)-2-(2-hydroxypropan-2-yl)-5-methylcyclohexan-1-one